3-(6-methoxy-4-oxo-benzo[d][1,2,3]triazin-3(4H)-yl)piperidine-2,6-dione COC1=CC2=C(N=NN(C2=O)C2C(NC(CC2)=O)=O)C=C1